O=C1NC(CCC1N1C(C2=CC=CC(=C2C1=O)NCCCN1CCC(CC1)CN1[C@H](CN(CC1)C1=NC=NC(=C1)C=1NN=C2C=CC(=CC12)OC1(CC1)C)C)=O)=O 2-(2,6-dioxo-3-piperidyl)-4-[3-[4-[[(2S)-2-methyl-4-[6-[5-(1-methylcyclopropoxy)-2H-indazol-3-yl]pyrimidin-4-yl]piperazin-1-yl]methyl]-1-piperidyl]propylamino]isoindoline-1,3-dione